ClC=1C(=CC=2N(C1)C(=CN2)N2CCN(CC2)C(C=C)=O)C2=C(C=CC=C2)F 1-(4-(6-chloro-7-(2-fluorophenyl)imidazo[1,2-a]pyridin-3-yl)piperazin-1-yl)prop-2-en-1-one